ClC1=C(C=C(C=C1)C1CCN(CC1)C1=CC=CC=2N(C(N(C21)C)=O)C2C(NC(CC2)=O)=O)OC 3-(4-(4-(4-chloro-3-methoxyphenyl)piperidin-1-yl)-3-methyl-2-oxo-2,3-dihydro-1H-benzo[d]imidazol-1-yl)piperidine-2,6-dione